(E)-1-(3-(1-neopentylpiperidin-4-yl)acryloyl)-5,6-dihydropyridin-2(1H)-one C(C(C)(C)C)N1CCC(CC1)/C=C/C(=O)N1C(C=CCC1)=O